N-(6-((3'-fluoro-[1,1'-biphenyl]-3-yl)methyl)-5-isobutyryl-5-azaspiro[2.4]heptan-7-yl)methanesulfonamide FC=1C=C(C=CC1)C1=CC(=CC=C1)CC1N(CC2(CC2)C1NS(=O)(=O)C)C(C(C)C)=O